amino-N-allylacrylamide NC(C(=O)NCC=C)=C